ClCCCOC1=CC=C(C=C1)C1CCN(CC1)C(=O)OC(C)(C)C tert-butyl 4-(4-(3-chloropropoxy)phenyl)piperidine-1-carboxylate